4-chloromethyl-1,1-dimethyl-methylcyclohexane ClCC1CC(C(CC1)(C)C)C